(2R)-2-[6-(2,5-dichloropyrimidin-4-yl)-1-oxo-2,3-dihydro-1H-isoindol-2-yl]-3-hydroxy-N-[(1S,2S)-2-hydroxy-1-phenylpropyl]propanamide ClC1=NC=C(C(=N1)C1=CC=C2CN(C(C2=C1)=O)[C@@H](C(=O)N[C@H]([C@H](C)O)C1=CC=CC=C1)CO)Cl